C(C1=CC=CC=C1)ON1C(C=C(C=C1)Cl)=O 1-(benzyloxy)-4-chloropyridin-2(1H)-one